N-(6-(4,4-difluoropiperidin-1-yl)-5-phenylpyridin-2-yl)-4-(2-hydroxyethylsulfonylamino)-2-(6-azaspiro[2.5]oct-6-yl)benzamide FC1(CCN(CC1)C1=C(C=CC(=N1)NC(C1=C(C=C(C=C1)NS(=O)(=O)CCO)N1CCC2(CC2)CC1)=O)C1=CC=CC=C1)F